dihydroquinoline-2-carboxamide N1C(C=CC2=CC=CC=C12)C(=O)N